3-amino-2-methoxybenzoic acid NC=1C(=C(C(=O)O)C=CC1)OC